C(C1=CC=CC=C1)OC1=CC=C(C=C1)C1(OC(OC1)=O)C=C 4-(4-benzyloxy-phenyl)-4-vinyl-1,3-dioxolanone